C(C#CC)(=O)N1C[C@@H]2N(C3=C(OC2)C=C(C(=N3)C#N)[N+](=O)[O-])CC1 (S)-8-(but-2-ynoyl)-3-nitro-6,6a,7,8,9,10-hexahydropyrazino[1,2-d]pyrido[3,2-b][1,4]oxazine-2-carbonitrile